FC1=C2C=CN(C2=CC=C1)[C@@H]1CC[C@@H](CC1)N1CCN(CC1)C=1N=NC(=CC1)Cl 4-fluoro-1-[cis-4-[4-(6-chloropyridazin-3-yl)piperazin-1-yl]cyclohexyl]-1H-indole